CC(C)C1=CC=C(C=C1)NC(=O)N1[C@H](CCC1)C(=O)NC1=CC=C(C=C1)C1=CC=CC(=N1)C(=O)O 6-{4-[(1-{[4-(propan-2-yl)phenyl]carbamoyl}-D-prolyl)amino]phenyl}pyridine-2-carboxylic acid